OC1=C(C=C(C=C1)/C=C/C(=O)O)C1=CC=2C(CCC(C2C=C1C)(C)C)(C)C (E)-3-[4-hydroxy-3-(3,5,5,8,8-pentamethyl-6,7-dihydronaphthalen-2-yl)phenyl]prop-2-enoic acid